BrC=1N(C(=NN1)SCC(=O)O)C1=CC=C(C2=CC=CC=C12)C1CC1 2-((5-bromo-4-(4-cyclopropyl-1-naphthyl)-4H-1,2,4-triazol-3-yl)thio)acetic acid